2-hydroxytridecane OC(C)CCCCCCCCCCC